(S)-N-(2-chloro-6-fluorophenyl)-4-(5-cyano-1-ethyl-2-methyl-1H-imidazol-4-yl)-5-fluoro-2-((1,1,1-trifluoropropan-2-yl)oxy)benzamide ClC1=C(C(=CC=C1)F)NC(C1=C(C=C(C(=C1)F)C=1N=C(N(C1C#N)CC)C)O[C@H](C(F)(F)F)C)=O